COCCO[C@H]1CN(CC1)C1=CC=C(C=C1)C1=CC(C(=CN1C1=CC2=C(N=C(S2)C)C=C1)C(=O)O)=O (R)-6-(4-(3-(2-methoxyethoxy)pyrrolidin-1-yl)phenyl)-1-(2-methylbenzo[d]thiazol-6-yl)-4-oxo-1,4-dihydropyridine-3-carboxylic acid